C1(CC1)CNC(=O)C=1N=NN(C1)CCCCN1N=NC(=C1)NC(CC1=NC=CC=C1)=O N-(cyclopropylmethyl)-1-(4-{4-[2-(pyridin-2-yl)acetamido]-1H-1,2,3-triazol-1-yl}butyl)-1H-1,2,3-triazole-4-carboxamide